ClC=1C=CC=C2C=CC(=NC12)NC1=C(C=C(OCCO)C=C1)CCC 2-(4-((8-chloroquinolin-2-yl)amino)-3-propylphenoxy)ethanol